C12COCC(N1[C@H]1CCC3=C(CC1)C=C(C=C3)C=3C=C1C(=NC3)NN=C1C1=CC=C(C=C1)C1=NC=CC=C1N1C(OCC1)=O)C2 3-[2-(4-{5-[(7S)-7-{3-Oxa-6-azabicyclo[3.1.1]heptan-6-yl}-6,7,8,9-tetrahydro-5H-benzo[7]annulen-2-yl]-1H-pyrazolo[3,4-b]pyridin-3-yl}phenyl)pyridin-3-yl]-1,3-oxazolidin-2-one